6-methoxy-6-methyl-6,7-dihydro-5H-pyrazolo[5,1-b][1,3]oxazine COC1(CN2C(OC1)=CC=N2)C